(S)-4-(7-bromo-2,6-dichloro-3-cyano-8-fluoroquinoline-4-yl)-2-(cyanomethyl)piperazine-1-carboxylate BrC1=C(C=C2C(=C(C(=NC2=C1F)Cl)C#N)N1C[C@@H](N(CC1)C(=O)[O-])CC#N)Cl